FC1=C(C=CC(=C1)OC1=NN(C=C1)C=1C=NC(=CC1)C)NC1=NC=NC2=CC(=C(C=C12)NC1CCN(CC1)C(C=C)=O)OC 1-(4-((4-((2-fluoro-4-((1-(6-methylpyridin-3-yl)-1H-pyrazol-3-yl)oxy)phenyl)amino)-7-methoxyquinazolin-6-yl)amino)piperidin-1-yl)prop-2-en-1-one